1-[4-[4-[7-(4-fluoro-2-methoxy-phenyl)-4-(1,2,3,4-tetrahydroisoquinolin-6-yl)thieno[3,2-c]pyridin-6-yl]pyrazol-1-yl]-4-(hydroxymethyl)-1-piperidyl]prop-2-en-1-one FC1=CC(=C(C=C1)C=1C2=C(C(=NC1C=1C=NN(C1)C1(CCN(CC1)C(C=C)=O)CO)C=1C=C3CCNCC3=CC1)C=CS2)OC